4-(Azetidin-1-yl)pyrrolidin-3-ol N1(CCC1)C1C(CNC1)O